3,3',4,4'-Tetraaminobenzidine NC1=CC(C=CC1(N)N)=C1C=C(C(N)(C=C1)N)N